(8-(1-(2-Hydroxy-2-methylpropyl)-1H-pyrazol-4-yl)-4-(5-methyloxazol-2-yl)-2,3-dihydro-1H-benzo[b]azepin-1-yl)(6-methoxypyridin-3-yl)methanone OC(CN1N=CC(=C1)C=1C=CC2=C(N(CCC(=C2)C=2OC(=CN2)C)C(=O)C=2C=NC(=CC2)OC)C1)(C)C